benzyl (2S)-2-(1-bromo-8-chloro-imidazo[1,5-a]pyrazin-3-yl)pyrrolidine-1-carboxylate BrC=1N=C(N2C1C(=NC=C2)Cl)[C@H]2N(CCC2)C(=O)OCC2=CC=CC=C2